FC1=C(C=CC(=C1C=1C=CC=2N(C1)C=NC2C2=NC1=C(N2COCC[Si](C)(C)C)C=C(C=C1)N1CCN(CC1)C)F)NS(=O)(=O)C=1C(=NC=C(C1)F)OC N-(2,4-difluoro-3-[1-[6-(4-methylpiperazin-1-yl)-1-[[2-(trimethylsilyl)ethoxy]methyl]-1,3-benzodiazol-2-yl]imidazo[1,5-a]pyridin-6-yl]phenyl)-5-fluoro-2-methoxypyridine-3-sulfonamide